CCCCCCCCCCCC(=O)OC[C@H](COP(=O)(O)OC[C@@H](C(=O)O)N)OC(=O)CCCCCCCCCCC The molecule is a 3-sn-phosphatidyl-L-serine in which the two phosphatidyl acyl groups are specified as lauroyl (dodecanoyl). It is a 3-sn-phosphatidyl-L-serine and a dodecanoate ester. It is a conjugate acid of a 1,2-dilauroyl-sn-glycero-3-phosphoserine(1-).